ClC=1C(C2=CC=CC=C2C(C1CC1CCC(CC1)C(C)(C)C)=O)=O 2-chloro-3-(4-tert-butylcyclohexylmethyl)-1,4-naphthoquinone